OC1=C(C(=O)OCC2=C(C=CC=C2)O[C@@H]2O[C@@H]([C@H]([C@@H]([C@H]2O)O)O)CO)C=CC=C1 (2-{[(2S,3R,4S,5S,6R)-3,4,5-trihydroxy-6-(hydroxymethyl)oxan-2-yl]oxy}phenyl)methyl 2-hydroxybenzoate